(2E)-2-[3-chloro-2-(methoxymethyl)phenyl]-2-methoxyimino-acetic acid methyl ester COC(/C(=N/OC)/C1=C(C(=CC=C1)Cl)COC)=O